[4-(methylthio)phenyl]phenylketone CSC1=CC=C(C=C1)C(=O)C1=CC=CC=C1